C(CCCCCCC)C(CC)(O)O octyl-propanediol